tert-butylmethyl(2-((3-(pyridin-2-yl)-1,2,4-thiadiazol-5-yl)amino)-5-(trifluoromethyl)pyridin-3-yl)carbamate C(C)(C)(C)OC(N(C=1C(=NC=C(C1)C(F)(F)F)NC1=NC(=NS1)C1=NC=CC=C1)C)=O